6-methylheptyl methacrylate C(C(=C)C)(=O)OCCCCCC(C)C